5-fluoro-3-(5-fluoro-4-(methylsulfinyl)pyrimidin-2-yl)-1-toluenesulfonyl-1H-pyrrolo[2,3-b]pyridine FC=1C=C2C(=NC1)N(C=C2C2=NC=C(C(=N2)S(=O)C)F)S(=O)(=O)CC2=CC=CC=C2